N-(1-(4-(3-chloro-4-(2-chloro-3-(6-methoxy-5-((7-oxo-2,6-diazaspiro[3.4]-octan-2-yl)methyl)pyridin-2-yl)-phenyl)pyridin-2-yl)-2-methoxybenzyl)piperidin-4-yl)acetamide ClC=1C(=NC=CC1C1=C(C(=CC=C1)C1=NC(=C(C=C1)CN1CC2(C1)CNC(C2)=O)OC)Cl)C2=CC(=C(CN1CCC(CC1)NC(C)=O)C=C2)OC